NCCC1N(C(C2=CC(=CC=C12)C1=NC(=NC=C1Cl)NC1CCOCC1)=O)CC(=O)N[C@@H]1[C@@H](CC2=CC=CC=C12)O 2-[1-(2-aminoethyl)-5-{5-chloro-2-[(oxan-4-yl)amino]pyrimidin-4-yl}-3-oxo-2,3-dihydro-1H-isoindol-2-yl]-N-[(1S,2R)-2-hydroxy-2,3-dihydro-1H-inden-1-yl]acetamide